2-acetyl-3,4,5-trimethoxy-6-nitrophenyl-3,4-dimethoxy-benzoic acid methyl ester COC(C1=C(C(=C(C=C1)OC)OC)C1=C(C(=C(C(=C1[N+](=O)[O-])OC)OC)OC)C(C)=O)=O